C(C)(C)(C)C(CC(O[SiH3])(C)C)[Li] tert-butyl-dimethyl-siloxypropyl-lithium